[Si](O)(O)(O)O.[Si](O)(O)(O)O.[Si](O)(O)(O)O.C(CC)N Propylamine Trisilicate